Benzyl 2-(4-hydroxy-1-(5-(5,6,7,8-tetrahydro-1,8-naphthyridin-2-yl)pentyl)piperidin-4-yl)propanoate OC1(CCN(CC1)CCCCCC1=NC=2NCCCC2C=C1)C(C(=O)OCC1=CC=CC=C1)C